BrC1=CC=C(C=C1)[C@H]1[C@@H](C1)N[C@H]1CC[C@H](CC1)NC(OC(C)(C)C)=O tert-butyl ((cis)-4-(((trans)-2-(4-bromophenyl)cyclopropyl)amino)cyclohexyl)carbamate